N-(2-bromo-6-chlorophenyl)-2-[3-chloro-4-(1-methyl-4-piperidyl)phenylamino]-4-methoxy-5-pyrimidinecarboxamide BrC1=C(C(=CC=C1)Cl)NC(=O)C=1C(=NC(=NC1)NC1=CC(=C(C=C1)C1CCN(CC1)C)Cl)OC